FC1(CCC2=C1N=C(N=C2C=2C=C1CC[C@@]3(NC(CC3)=O)C1=CC2)N2[C@H]([C@@H](C2)O)C)F (S)-5-(7,7-difluoro-2-((2S,3R)-3-hydroxy-2-methylazetidin-1-yl)-6,7-dihydro-5H-cyclopenta[d]pyrimidin-4-yl)-2,3-dihydrospiro[indene-1,2'-pyrrolidin]-5'-one